(5aR,5bS,7aS,10aS,10bR,E)-N-(4-fluorophenyl)-8-hydrazineylidene-5a,7a-dimethyl-5,5a,5b,6,7,7a,8,9,10,10a,10b,11-dodecahydro-4H-cyclopenta[7,8]phenanthro[2,1-d]thiazol-2-amine FC1=CC=C(C=C1)NC=1SC2=C(N1)CC[C@@]1([C@H]3CC[C@]/4([C@H]([C@@H]3CC=C12)CC\C4=N/N)C)C